N1=CN=C(C=C1)NC1=NN=C(C2=CC=CC=C12)C1=C(C=C(C=C1)C(F)(F)F)O 2-(4-(pyrimidin-4-ylamino)phthalazin-1-yl)-5-(trifluoromethyl)phenol